S(=O)(=O)([O-])[O-].[Mg+2].OC1[C@H](N)[C@@H](O)[C@H](O)[C@H](O1)CO glucosamine magnesium sulfate salt